CC=1C=CC=2N(C1)C=C(N2)C(CC(=O)OCC)=O Ethyl 3-(6-methylimidazo[1,2-a]pyridin-2-yl)-3-oxopropionate